(2R)-2-(4-amino-5-fluoro-2-oxopyridin-1-yl)-N-methyl-N-(2,2,2-trifluoroethyl)propanamide NC1=CC(N(C=C1F)[C@@H](C(=O)N(CC(F)(F)F)C)C)=O